tert-butylpyrimidin-4-ol C(C)(C)(C)C1=NC=CC(=N1)O